(S)-2-(4-(6-((4-(cyclopropanecarbonyl)-2-fluorobenzyl)oxy)pyridine-2-yl)-2-fluorobenzyl)-1-(oxetan-2-ylmethyl)-1H-benzo[d]imidazole-6-carboxylic acid C1(CC1)C(=O)C1=CC(=C(COC2=CC=CC(=N2)C2=CC(=C(CC3=NC4=C(N3C[C@H]3OCC3)C=C(C=C4)C(=O)O)C=C2)F)C=C1)F